CN1N=NN=C1C(C=1CS[C@H]2N(C1C(=O)O)C(C2)=O)S(=O)(=O)O 3-(1-methyl-1H-tetrazole-5-ylsulfomethyl)-3-cephem-4-carboxylic acid